di-iron (III) oxide [O-2].[Fe+3].[Fe+3].[O-2].[O-2]